C(#N)C1=CC=C(C=C[C@H]2C[C@H](CCC2)C(=O)OCC2=CC=CC=C2)C=C1 (1S,3R)-benzyl 3-(4-cyanostyryl)cyclohexanecarboxylate